(6S,7S)-6-((2-fluoro-[1,1'-biphenyl]-3-yl)methyl)-N-((S)-1-methoxypropan-2-yl)-7-(methylsulfonamido)-5-azaspiro[2.4]heptane-5-carboxamide FC1=C(C=CC=C1C[C@@H]1N(CC2(CC2)[C@@H]1NS(=O)(=O)C)C(=O)N[C@H](COC)C)C1=CC=CC=C1